5-((3-chlorobenzyl)amino)pyrido[4,3-e][1,2,3]triazolo[1,5-a]pyrimidine-3-carboxylic acid ClC=1C=C(CNC2=NC=3N(C4=C2C=CN=C4)N=NC3C(=O)O)C=CC1